(S)-methyl 2'-chloro-4-{[(4-chlorophenyl)(cyclopropyl)methyl] carbamoyl}-6'-(6-fluoro-5-methoxy-1H-1,3-benzodiazol-2-yl)-[1,1'-biphenyl]-2-carboxylate ClC1=C(C(=CC=C1)C1=NC2=C(N1)C=C(C(=C2)OC)F)C=2C(=CC(=CC2)C(N[C@@H](C2CC2)C2=CC=C(C=C2)Cl)=O)C(=O)OC